5-chloro-2-(2-fluoro-4-pyridinyl)-4-[2R-(trifluoromethyl)piperazin-1-yl]-1H-pyrimidin-6-one ClC1=C(N=C(NC1=O)C1=CC(=NC=C1)F)N1[C@H](CNCC1)C(F)(F)F